2-{3-[3,5-bis(trifluoromethyl)phenyl]phenyl}-N-(1,2,4-thiadiazol-5-yl)acetamide FC(C=1C=C(C=C(C1)C(F)(F)F)C=1C=C(C=CC1)CC(=O)NC1=NC=NS1)(F)F